di(isopropoxy) bis(ethylacetoacetate) zirconium [Zr].C(C)CC(CC(=O)OOC(C)C)=O.C(C)CC(CC(=O)OOC(C)C)=O